BrC=1C=CC(=C(C1)C(CC(=O)NCC=1OC=CC1)C1=CC=CC=C1)O 3-(5-bromo-2-hydroxyphenyl)-N-(furan-2-ylmethyl)-3-phenylpropanamide